C1CCC2=C(C=3CCCC3C=C12)NC=1OC(CN1)(C(=O)OCC)C=1C=NC=CC1 ethyl 2-((1,2,3,5,6,7-hexahydro-s-indacen-4-yl) amino)-5-(pyridin-3-yl)-4,5-dihydrooxazole-5-carboxylate